(5-((4-Benzylpiperidin-1-yl)methyl)-4H-1,2,4-triazol-3-yl)-1H-indole C(C1=CC=CC=C1)C1CCN(CC1)CC=1NC(=NN1)N1C=CC2=CC=CC=C12